2-[2-[[6-methoxy-5-[3-(trimethylammonio)azetidine-1-carbonyl]-1,3-benzothiazol-2-yl]methylcarbamoyl]indan-2-yl]acetate COC1=CC2=C(N=C(S2)CNC(=O)C2(CC3=CC=CC=C3C2)CC(=O)[O-])C=C1C(=O)N1CC(C1)[N+](C)(C)C